C(#N)[C@@H]1CN(C[C@H]1C1=CC(=CC=C1)OCCCCOC1=CC=C(C=C1)[C@@H]1C(NC(CC1)=O)=O)C(=O)OC(C)(C)C |&1:25| rac-tert-butyl (3S,4R)-3-cyano-4-(3-(4-(4-(2,6-dioxopiperidin-3-yl)phenoxy)butoxy)phenyl)pyrrolidine-1-carboxylate